C(C1=CC=CC=C1)(=O)N1CCN(CC1)C=1N=C(C(=NC1)C1=CC=C(C(=O)N)C=C1)C1=CC=CC=C1 4-(5-(4-benzoylpiperazin-1-yl)-3-phenylpyrazin-2-yl)benzamide